FC(OC1=CC=C(C=C1)N(C=1C=NC=CC1OC)C1CCN(CC1)C=1C=NC(=NC1)C(F)(F)F)F N-(4-(Difluoromethoxy)phenyl)-4-methoxy-N-(1-(2-(trifluoromethyl)pyrimidin-5-yl)piperidin-4-yl)pyridin-3-amine